NC1CCC(CC1)C(=O)NS(=O)(=O)CCCC1=CC2=C(N(C(N2C)=O)C2C(NC(CC2)=O)=O)C=C1 4-Amino-N-[3-[1-(2,6-dioxo-3-piperidyl)-3-methyl-2-oxo-benzimidazol-5-yl]propylsulfonyl]cyclohexanecarboxamide